C(C1=CC=CC=C1)N(C[Si](C)(C)C)CC1=CC=CC=C1 N,N-dibenzyl-1-(trimethylsilyl)methanamine